2-ethylhexanoic acid 1,1,3,3-tetramethylbutyl ester CC(CC(C)(C)C)(C)OC(C(CCCC)CC)=O